(phenyl)(terphenylyl)[(phenyl)di(butyl)indolocarbazolyl]triazine C1(=CC=CC=C1)C1=C(C(=NN=N1)C1=C2C(=C(C(=C1CCCC)CCCC)C1=CC=CC=C1)N=C1C=CC3=C4C=CC=CC4=NC3=C12)C1=C(C=CC=C1)C=1C(=CC=CC1)C1=CC=CC=C1